BrC1=CC2=C(N=C(S2)C2CCC(CC2)C(=O)OC)C=C1OC (1R,4r)-Methyl 4-(6-bromo-5-methoxybenzo[d]thiazol-2-yl)cyclohexanecarboxylate